(1,2-diphenyl-1H-benzimidazole) iridium (III) [Ir+3].C1(=CC=CC=C1)N1C(=NC2=C1C=CC=C2)C2=CC=CC=C2